3-ethyl-5,6-difluoro-2-(1-(4-methyl-1,4-diazepan-1-yl)butyl)quinazolin-4(3H)-one C(C)N1C(=NC2=CC=C(C(=C2C1=O)F)F)C(CCC)N1CCN(CCC1)C